FC(C=1C(=C(C=CC1)[C@@H](C)NC=1C2=C(N=CN1)N=C(C(=C2)C2CCS(CC2)(=O)=O)OCCN(C)C)F)F (R)-4-(4-((1-(3-(difluoromethyl)-2-fluorophenyl)ethyl)amino)-7-(2-(dimethylamino)ethoxy)pyrido[2,3-d]pyrimidin-6-yl)tetrahydro-2H-thiopyran 1,1-dioxide